C(#N)CC(=O)N1C[C@@H]([C@@H](CC1)C)N(C=1C2=C(N=CN1)N(C=C2)C(=O)NC2=CC=C(C(=O)O)C=C2)C 4-[[4-[[(3R,4R)-1-(2-cyanoacetyl)-4-methyl-3-piperidyl]-methyl-amino]pyrrolo[2,3-d]pyrimidine-7-carbonyl]amino]benzoic acid